N-[2-[4-(4-fluorophenyl)-4-hydroxypiperidin-1-yl]ethyl]-2-[(5-methyl-1,3,4-oxadiazol-2-yl)sulfanyl]-acetamide FC1=CC=C(C=C1)C1(CCN(CC1)CCNC(CSC=1OC(=NN1)C)=O)O